FC(C=1C=CC=NC1)(F)F 5-(trifluoromethyl)pyridin